COCCOCCOCC=1N=NN(C1)C1=CC=C(C=C1)CN (4-(4-((2-(2-methoxyethoxy)ethoxy)methyl)-1H-1,2,3-triazol-1-yl)phenyl)methylamine